C1(=CC=CC=C1)S(=O)(=O)C=1C(=NC(=C(C(=O)N)C1)[SiH]1C(CC(C1)C)(C)C)N1N=C(C=C1)OCCC1(CC1)C(F)(F)F (phenylsulfonyl)-6-(3-(2-(1-(trifluoromethyl)cyclopropyl)ethoxy)-1H-pyrazol-1-yl)-2-(2,2,4-trimethylsilolan-1-yl)nicotinamide